2,3-bis(isopropylimino)butane C(C)(C)N=C(C)C(C)=NC(C)C